C(C=C)(=O)N1CC(CC1)C=1C=C(N2C=NC=CC21)C2=CC(=C(C(=O)NC1=NC=CC(=C1)C1CC1)C=C2)F 4-(5-(1-propenoylpyrrolidin-3-yl)pyrrolo[1,2-c]pyrimidin-7-yl)-N-(4-cyclopropylpyridin-2-yl)-2-fluorobenzamide